N-(3-chloro-5-(methylsulfonamido)phenyl)-4-(5-(1,1-difluoro-5-azaspiro[2.4]heptan-5-yl)pyridin-2-yl)-5-methylthiophene-2-carboxamide ClC=1C=C(C=C(C1)NS(=O)(=O)C)NC(=O)C=1SC(=C(C1)C1=NC=C(C=C1)N1CC2(CC2(F)F)CC1)C